5-[3-[(1R)-2,2-difluoro-1-[3-(2,2,2-trifluoroethoxy)phenyl]ethoxy]-1-methyl-pyrazolo[3,4-c]pyridazin-5-yl]-1H-pyrimidine-2,4-dione FC([C@H](OC1=NN(C2=NN=C(C=C21)C=2C(NC(NC2)=O)=O)C)C2=CC(=CC=C2)OCC(F)(F)F)F